tert-butyl 4-(4-(4-((3-(1-(fluoromethyl)cyclopropyl)-1,2,4-oxadiazole-5-carboxamido)-methyl)-3-methylphenyl)pyridin-3-yl)piperazine-1-carboxylate FCC1(CC1)C1=NOC(=N1)C(=O)NCC1=C(C=C(C=C1)C1=C(C=NC=C1)N1CCN(CC1)C(=O)OC(C)(C)C)C